C(C)N1N=C(C=C1C(=O)N=C1NC2=C(N1)C(=CC(=C2)C(=O)N)OC)C 2-((1-ethyl-3-methyl-1H-pyrazole-5-carbonyl)imino)-7-methoxy-2,3-dihydro-1H-benzo[d]imidazole-5-carboxamide